(2R,3R,4R,5S)-6-(Methylamino)hexan CNCCCCCC